ethyl-1-((1R)-1-(4-(methoxymethylene)cyclohexyl)ethyl)-2-methyl-1H-pyrrole C(C)C1=C(N(C=C1)[C@H](C)C1CCC(CC1)=COC)C